(3R)-3-(4-chlorophenyl)-2-[(5-chloropyridin-2-yl)methyl]-3-{[(1R,3R)-3-hydroxycyclopentyl]oxy}-6-(2-hydroxypropan-2-yl)-2,3-dihydro-1H-isoindol-1-one ClC1=CC=C(C=C1)[C@@]1(N(C(C2=CC(=CC=C12)C(C)(C)O)=O)CC1=NC=C(C=C1)Cl)O[C@H]1C[C@@H](CC1)O